Stearamidopropyldimethyl-(β-hydroxyethyl)ammonium dihydrogenphosphat P(=O)(O)(O)[O-].C(CCCCCCCCCCCCCCCCC)(=O)NCCC[N+](CCO)(C)C